4-(4-Methoxypiperidin-1-yl)-2-(1-methyl-1H-imidazol-2-yl)-6-(1-methyl-1H-pyrazol-3-yl)-5-phenylthieno[2,3-d]pyrimidine COC1CCN(CC1)C=1C2=C(N=C(N1)C=1N(C=CN1)C)SC(=C2C2=CC=CC=C2)C2=NN(C=C2)C